FC1([C@@H](CN(C1)C)NC1=NN2C(C(=N1)OC)=C(C=C2)C=2C=CC1=C(N(N=N1)C[C@H](C)F)C2)F N-((R)-4,4-difluoro-1-methylpyrrolidin-3-yl)-5-(1-((S)-2-fluoropropyl)-1H-benzo[d][1,2,3]triazol-6-yl)-4-methoxypyrrolo[2,1-f][1,2,4]triazin-2-amine